NC1=C(SC2=NC(=CC=C21)C)C(=O)N[C@H]2COC1=CC(=CC=C1C2)N2C[C@@H](NCC2)C 3-amino-6-methyl-N-((R)-7-((S)-3-methylpiperazin-1-yl)chroman-3-yl)thieno[2,3-b]pyridine-2-carboxamide